4-chloro-3-methyl-1-{(2-(trimethylsilyl)ethoxy)methyl}-1H-pyrrolo[2,3-b]pyridine ClC1=C2C(=NC=C1)N(C=C2C)COCC[Si](C)(C)C